BrC=1C=NC=C(C1)CCS(=O)(=O)C 3-bromo-5-(2-(methylsulfonyl)ethyl)pyridine